Cl.O=C1NC(CCC1N1C(C2=CC=CC(=C2C1=O)CCCCCN1CCN(CC1)C1CC[NH2+]CC1)=O)=O 4-(4-(5-(2-(2,6-Dioxopiperidin-3-yl)-1,3-dioxoisoindolin-4-yl)pentyl)piperazin-1-yl)piperidin-1-ium hydrochloride